[SH2]1(CCCCC1)=O hexahydro-1lambda6-thiopyran 1-oxide